NC1=NC2=C(C=CC=C2C(=N1)C=1N=NN(C1)CC=1C(N(C=CC1)C(C)C)=O)OCC 3-{[4-(2-amino-8-ethoxy-4-quinazolinyl)-1H-1,2,3-triazol-1-yl]methyl}-1-isopropyl-1H-pyridin-2-one